BrC=1C=C(C(=C(C1)S(=O)(=O)NC=1N=C(N(C1)C1CCCC1)C(=O)N1CCC(CC1)C1CN(CC1)C(=O)OC(C)(C)C)O)Cl tert-Butyl 3-(1-(4-((5-bromo-3-chloro-2-hydroxyphenyl)sulfonamido)-1-cyclopentyl-1H-imidazole-2-carbonyl)piperidin-4-yl)pyrrolidine-1-carboxylate